FC=1C=C2C(=C(NC2=C(C1)F)C1=CC=C(C=C1)F)CC1CC(C1)N (1s,3r)-3-[[5,7-difluoro-2-(4-fluorophenyl)-1H-indol-3-yl]methyl]cyclobutanamine